3,8-dichloro-6-(2-fluorophenyl)-4H-pyrazolo[1,5-a][1,4]benzodiazepine ClC=1C=NN2C1CN=C(C1=C2C=CC(=C1)Cl)C1=C(C=CC=C1)F